[N+](=O)([O-])C1=CC2=C(N=C(S2)NC(=O)NC2=C(C=CC=C2)C)C=C1 1-(6-nitrobenzo[d]thiazol-2-yl)-3-o-tolylurea